3-(Ethylsulfonyl)-5-(4-(trifluoromethoxy)phenyl)-N-(5-(trifluoromethyl)pyridin-2-yl)pyridineamide C(C)S(=O)(=O)C=1C(=NC=C(C1)C1=CC=C(C=C1)OC(F)(F)F)C(=O)NC1=NC=C(C=C1)C(F)(F)F